C1(CC1)N=S1(CCNCC2=C1C=CC=C2)=O 1-(cyclopropylimino)-2,3,4,5-tetrahydro-benzo[f][1,4]thiazepine-1-Oxide